methyl (2E)-2-(dimethoxymethyl)-3-(sodiooxy)prop-2-enoate COC(/C(/C(=O)OC)=C\O[Na])OC